FC=1C=C(C=C(C1)C=1C=NN(C1)[C@H](C)C1=CC=C(C=C1)F)C1=CC=2N(C=C1)N=C(N2)N |r| racemic-7-(3-fluoro-5-(1-(1-(4-fluorophenyl)ethyl)-1H-pyrazol-4-yl)phenyl)-[1,2,4]triazolo[1,5-a]pyridin-2-amine